BrC1C(C2=CC=C(C(=C2CC1)Cl)F)=O 2-bromo-5-chloro-6-fluoro-3,4-dihydronaphthalen-1(2H)-one